BrC=1C=C2C(=NN(C2=CC1)C1OCCCC1)F 5-bromo-3-fluoro-1-tetrahydropyran-2-yl-indazole